ClC1=C(C=CC=C1)NC(CC)=O N-(2-chlorophenyl)propionamide